FC(C(=O)OCC)(C(=O)OCC)F 1,3-diethyl 2,2-difluoromalonate